FC=1C=C(OC2=CC=NC3=CC(=C(C=C23)OC)OC)C=CC1 4-(3-Fluoro-phenoxy)-6,7-dimethoxy-quinoline